The molecule is the conjugate base of L-saccharopine arising from deprotonation of all three carboxy groups and protonation of the primary and secondary amino groups; major species at pH 7.3. It has a role as a human metabolite and a Saccharomyces cerevisiae metabolite. It is an alpha-amino-acid anion and a tricarboxylic acid anion. It is a conjugate base of a L-saccharopine. C(CC[NH2+][C@@H](CCC(=O)[O-])C(=O)[O-])C[C@@H](C(=O)[O-])[NH3+]